N[C@@H]1C2=CC=CC=C2CC12CCN(CC2)C=2C(=NC(=C(N2)C)C2=C(C(=CC=C2)Cl)Cl)C(=O)OCC (S)-ethyl 3-(1-amino-1,3-dihydrospiro[indene-2,4'-piperidin]-1'-yl)-6-(2,3-dichlorophenyl)-5-methylpyrazine-2-carboxylate